BrC1=CC=C2C(=NN(C2=C1)COCC[Si](C)(C)C)C1=NC2=C(N1COCC[Si](C)(C)C)CN(C2)C=2N=NC=CC2C(=O)C2=C(N=NC=C2)N2CC=1N(C(=NC1C2)C2=NN(C1=CC(=CC=C21)Br)COCC[Si](C)(C)C)COCC[Si](C)(C)C (2-(6-bromo-1-((2-(trimethylsilyl)ethoxy)methyl)-1H-indazol-3-yl)-1-((2-(trimethylsilyl)ethoxy)methyl)-pyrrolo[3,4-d]imidazol-5(1H,4H,6H)-yl)(pyridazin-4-yl)ketone